N-(5-(2-Methoxy-3-(1-(1-((6-(pyrrolidine-1-carbonyl)pyridin-2-yl)methyl)azetidin-3-yl)-1H-pyrazol-4-yl)phenyl)-8-(methylamino)pyrido[3,4-c]pyridazin-3-yl)cyclopropane-carboxamide COC1=C(C=CC=C1C=1C=NN(C1)C1CN(C1)CC1=NC(=CC=C1)C(=O)N1CCCC1)C1=CN=C(C=2N=NC(=CC21)NC(=O)C2CC2)NC